NC12CC(C1)(C2)N2C(OC(C2)[C@@H]2C[C@@H](C2)OC(F)(F)F)=O 3-(3-aminobicyclo[1.1.1]pentan-1-yl)-5-(cis-3-(trifluoromethoxy)cyclobutyl)oxazolidin-2-one